FC=1C(=NC=C(C1)OC)N1C(N(C=2C=NC=3C=C(C(=CC3C21)C=2C(=NNC2)C)OC)C)=O 1-(3-Fluoro-5-methoxy-pyridin-2-yl)-7-methoxy-3-methyl-8-(3-methyl-1H-pyrazol-4-yl)-1,3-dihydro-imidazo[4,5-c]quinolin-2-one